NCCCC[C@H]1C(N(CC2N(O[C@@H](C(N21)=O)CC2=CC=CC=C2)C(=O)OCC2CCCCC2)CC2CCCCC2)=O (3R,6S)-cyclohexylmethyl 6-(4-aminobutyl)-3-benzyl-8-(cyclohexylmethyl)-4,7-dioxohexahydropyrazino[2,1-c][1,2,4]oxadiazine-1(6H)-carboxylate